C(C1CCCO1)C=C(C(=O)O)C.C(C(=C)C)(=O)OCC1CCCO1 tetrahydrofurfuryl methacrylate (tetrahydro furfuryl methacrylate)